ClC=1C=C(OC2CCC(CC2)NC(C2=CC=C(C=C2)CCCN2CC3(CCC2)CCN(CC3)C(=O)C3=CC(=C2C=CN(C2=C3)C(C)C)N3C(NC(CC3)=O)=O)=O)C=CC1C#N N-((1r,4r)-4-(3-Chloro-4-cyanophenoxy)cyclohexyl)-4-(3-(9-(4-(2,4-dioxotetrahydropyrimidin-1(2H)-yl)-1-isopropyl-1H-indole-6-carbonyl)-2,9-diazaspiro[5.5]undecan-2-yl)propyl)benzamide